FC(C(C(F)(F)F)(O)C1=CC=C(C=C1)C1=C(C=C(C=C1)CN1CC2CCC(C1)N2C(=O)OCC)C)(F)F ethyl 3-((4'-(1,1,1,3,3,3-hexafluoro-2-hydroxypropan-2-yl)-2-methyl-[1,1'-biphenyl]-4-yl)methyl)-3,8-diazabicyclo[3.2.1]octane-8-carboxylate